C[C@]1(OC2=C(C1)C=C(C(=C2)N2CCOCC2)NC(=O)C=2C=NN1C2N=CC=C1)CCSC (R)-N-(2-methyl-2-(2-(methylthio)ethyl)-6-morpholino-2,3-dihydrobenzofuran-5-yl)pyrazolo[1,5-a]pyrimidine-3-carboxamide